N-(5-(5-(((1s,3s)-3-aminocyclobutyl)methoxy)-2-cyanopyridin-4-yl)pyrazolo[1,5-a]pyridin-2-yl)cyclopropanecarboxamide NC1CC(C1)COC=1C(=CC(=NC1)C#N)C1=CC=2N(C=C1)N=C(C2)NC(=O)C2CC2